4-(1H-PYRROL-1-YL)PHENYLBORONIC ACID N1(C=CC=C1)C1=CC=C(C=C1)B(O)O